O[C@@H](CC)[C@@H]1[C@@H]2CC[C@H](CN1)N2C(=O)OC(C)(C)C tert-butyl (1S,2S,5R)-2-((S)-1-hydroxypropyl)-3,8-diazabicyclo[3.2.1]octane-8-carboxylate